FC1=C(C=CC=C1F)C1=CC2=C(O[C@H](CN2S(=O)(=O)C2=CC(=CC=C2)C(F)(F)F)CCC(=O)OC)C=C1 methyl (S)-3-(6-(2,3-difluorophenyl)-4-((3-(trifluoromethyl)phenyl)sulfonyl)-3,4-dihydro-2H-benzo[b][1,4]oxazin-2-yl)propanoate